1-phenyl-4-(1'-phenylethyl)tetralin C1(=CC=CC=C1)C1CCC(C2=CC=CC=C12)C(C)C1=CC=CC=C1